FC1=C(C=CC(=C1)F)C12CNCC(CC1)N2C(=O)N (2,4-difluorophenyl)-3,8-diazabicyclo[3.2.1]octane-8-carboxamide